C(C=C)(=O)N1C2CN(CC1CC(C2)=O)C2=NC(N1C3=C(C(=C(C=C23)C(F)(F)F)C2=C(C=C(C=C2)F)F)OCC1)=O 7-(9-acryloyl-7-oxo-3,9-diazabicyclo[3.3.1]nonan-3-yl)-10-(2,4-difluorophenyl)-9-(trifluoromethyl)-2,3-dihydro-5H-[1,4]oxazino[2,3,4-ij]quinazolin-5-one